2-[5-[2-[[(E)-3-[4-(trifluoromethyl)phenyl]prop-2-enoyl]amino]acetyl]-6,7-dihydro-4H-[1,3]thiazolo[4,5-c]pyridin-2-yl]acetic acid FC(C1=CC=C(C=C1)/C=C/C(=O)NCC(=O)N1CC2=C(CC1)SC(=N2)CC(=O)O)(F)F